9-benzyl-8-(4-bromo-2-chlorophenyl)-6-(1-methylcyclopropoxy)-9H-purine C(C1=CC=CC=C1)N1C2=NC=NC(=C2N=C1C1=C(C=C(C=C1)Br)Cl)OC1(CC1)C